FC=1C=CC(=C(C(=O)N(C)C(C)C)C1)N1C=C(C=2C1=CN=CC2)[C@@H]2CC[C@H](CC2)N2C[C@@H](CC2)CO 5-fluoro-2-(3-(trans-4-((R)-3-(hydroxymethyl)pyrrolidin-1-yl)cyclohexyl)-1H-pyrrolo[2,3-c]pyridin-1-yl)-N-isopropyl-N-methylbenzamide